[2-(4-cyclopropyl-6-methoxy-pyrimidin-5-yl)-5H-pyrrolo[3,2-d]pyrimidin-7-yl]-[3-fluoro-4-[1-methyl-4-(trifluoromethyl)imidazol-2-yl]phenyl]methanol C1(CC1)C1=NC=NC(=C1C=1N=CC2=C(N1)C(=CN2)C(O)C2=CC(=C(C=C2)C=2N(C=C(N2)C(F)(F)F)C)F)OC